2-(3,8-diazabicyclo[3.2.1]octan-3-yl)-7-(thiazol-2-yl)-5-(2,2,2-trifluoro-1-methoxyethyl)benzo[d]oxazole C12CN(CC(CC1)N2)C=2OC1=C(N2)C=C(C=C1C=1SC=CN1)C(C(F)(F)F)OC